C1(CC1)C=1N=CN(C1)C1=CC(=NC=C1OC(C)C)C(=O)NC1=CC=CC=2C=3N(CCOC21)C=NN3 4-(4-cyclopropyl-1H-imidazol-1-yl)-N-(5,6-dihydrobenzo[f][1,2,4]triazolo[4,3-d][1,4]oxazepin-8-yl)-5-isopropoxypicolinamide